CCCCCCCCCCCCCCCCCCCCCCCCC(C(=O)N[C@@H](CO)[C@@H](C(CCCCCCCCCCCCCC)O)O)O The molecule is a phytoceramide in which the ceramide fatty acyl group is specified as 2-hydroxyhexacosanoyl. It is a N-acylphytosphingosine and a secondary carboxamide.